[2-(4-Methoxy-phenyl)-imidazo[1,2-a]pyridin-7-yl]-dimethyl-amine COC1=CC=C(C=C1)C=1N=C2N(C=CC(=C2)N(C)C)C1